3-(4-chlorophenyl)-N-((4-isopropylphenyl)sulfonyl)-4-phenyl-4,5-dihydro-1H-pyrazole-1-carboxamide ClC1=CC=C(C=C1)C1=NN(CC1C1=CC=CC=C1)C(=O)NS(=O)(=O)C1=CC=C(C=C1)C(C)C